(S)-1-METHOXY-2-METHYLPENT-4-ENE-2-SULFONAMIDE COC[C@](CC=C)(S(=O)(=O)N)C